2,6-naphthalindicarboxylic acid C1=C(C=CC2=CC(=CC=C12)C(=O)O)C(=O)O